CN(CCN(C=1C(=CC(=CC1)NC=1N=C(C2=C(N1)NC=C2)C2=CNC1=CC=CC(=C21)F)N)C)C N1-(2-(dimethylamino)ethyl)-N4-(4-(4-fluoro-1H-indol-3-yl)-7H-pyrrolo[2,3-d]pyrimidin-2-yl)-N1-methylbenzene-1,2,4-triamine